ClC=1N=C(C2=C(N1)C(CC2)(C)C)OCC2=CC(=C(C=C2)C=2N(C=C(N2)C(F)(F)F)C)F 2-chloro-4-[[3-fluoro-4-[1-methyl-4-(trifluoromethyl)imidazol-2-yl]phenyl]methoxy]-7,7-dimethyl-5,6-dihydrocyclopenta[d]pyrimidine